C(C)(C)OC([C@@H](N=P(=O)OC1=CC=CC(=C1)NC1=NC=CC=C1)C)=O 5-pyridylaminophenoxyphosphoryl-L-alanine isopropyl ester